[C@H]12[C@H](N(C[C@@H]2C1)C(=O)OC(C)(C)C)C(=O)OCC1=CC=CC=C1 (S)-trans-2-benzyl 3-tert-butyl (1s,2s,5r)-3-azabicyclo[3.1.0]hexane-2,3-dicarboxylate